C(C)(C)(C)C(C1=C(C=CC=C1)C(P)(C(C)(C)C)C(C)(C)C)(P)C(C)(C)C 1,2-bis(di-tertiary butyl-phosphinomethyl)benzene